((((1r,3R,5S,7r)-3,5-dimethyl adamantane-1-yl) carbamoyl) oxy)-methyl benzoate C(C1=CC=CC=C1)(=O)OCOC(NC12C[C@]3(C[C@](CC(C1)C3)(C2)C)C)=O